2-(2,5-dimethylpyridin-4-yl)-6-(4-ethyl-3-(hydroxymethyl)-5-oxo-4,5-dihydro-1H-1,2,4-triazol-1-yl)-7-fluoro-4-isopropylisoquinolin-1(2H)-one CC1=NC=C(C(=C1)N1C(C2=CC(=C(C=C2C(=C1)C(C)C)N1N=C(N(C1=O)CC)CO)F)=O)C